(+/-)-2-methoxy-N3-methyl-N5-((trans)-2-methylcyclopropyl)pyridine-3,5-dicarboxamide COC1=NC=C(C=C1C(=O)NC)C(=O)N[C@H]1[C@@H](C1)C |r|